O=C1NCCC2=CC(=CC=C12)C1=CNC2=NC=C(C=C21)C(=O)NC=2C=NN(C2)C2CCNCC2 3-(1-oxo-1,2,3,4-tetrahydroisoquinolin-6-yl)-N-(1-(piperidin-4-yl)-1H-pyrazol-4-yl)-1H-pyrrolo[2,3-b]pyridine-5-carboxamide